([1,2,4]triazolo[4,3-b]pyridazin-6-yl)phenol N=1N=CN2N=C(C=CC21)C2=C(C=CC=C2)O